2-(4-acetylphenyl)-7,7-dimethyl-10-(pyridin-3-yl)-5,12b-dihydro-1H,7H-chromeno[4,3-c][1,2,4]triazolo[1,2-a]Pyridazine C(C)(=O)C1=CC=C(C=C1)N1CN2N(CC=C3C2C=2C=CC(=CC2OC3(C)C)C=3C=NC=CC3)C1